[Ni].C(CC)C1=CC=CC=C1.C(CC)C1=CC=CC=C1 bis(propylbenzene) nickel